CC1=C2CCO[C@H](C2=CC=C1)CN (R)-(5-methyl-Isochroman-1-yl)methylamine